BrC=1C=CC=C2CCCC(C12)CC 8-Bromo-1-ethyl-1,2,3,4-tetrahydronaphthalene